FC1=CC=C(C(=O)NC2=NN(C3=C(C=CC=C23)F)CC#C)C=C1 4-fluoro-N-(7-fluoro-1-(prop-2-yn-1-yl)-1H-indazol-3-yl)benzamide